Cl.CN1CCN(CC1)C1CCNCC1 1-methyl-4-(piperidin-4-yl)piperazine HCl